NC1=CN=C(N(C1=O)CC(=O)NC(CC1=CC=CC=C1)C(=O)C=1OC2=C(N1)C=C(C=C2)C(=O)OC)C2=CC=C(C=C2)F 2-[5-amino-2-(4-fluorophenyl)-1,6-dihydro-6-oxo-1-pyrimidinyl]-N-[1-[(5-methoxycarbonyl-2-benzoxazolyl)carbonyl]-2-phenylethyl]acetamide